4-[4-Bromo-6-(4-cyano-2,6-dimethyl-benzyl)-3-hydroxy-pyridin-2-yl]-4-oxo-butyric acid ethyl ester C(C)OC(CCC(=O)C1=NC(=CC(=C1O)Br)CC1=C(C=C(C=C1C)C#N)C)=O